3-[(2R)-1,4-dioxan-2-yl]azetidin-1-yl-2-methylpyrazolo[4,3-d]pyrimidin-7-amine O1[C@@H](COCC1)C1CN(C1)C=1N(N=C2C1N=CN=C2N)C